BrC1=NC(=C(C=C1CC(C(C)C)NC(OC(C)(C)C)=O)OCCCOC)OC tert-butyl (1-(2-bromo-6-methoxy-5-(3-methoxypropoxy) pyridin-3-yl)-3-methylbutan-2-yl)carbamate